{8-methyl-1H,2H,3H-pyrido[2,3-b][1,4]oxazin-7-yl}-N-(4-{[(3-methyloxetan-3-yl)methanesulfonyl]methyl}phenyl)-5H,6H,7H,8H-pyrido[3,4-d]pyrimidin-2-amine CC1=C(C=NC=2OCCNC21)C=2C1=C(N=C(N2)NC2=CC=C(C=C2)CS(=O)(=O)CC2(COC2)C)CNCC1